N1(N=NC2=C1C=CC=C2)CC2=C(C(=CC(=C2)C)CN2N=NC1=C2C=CC=C1)O 2,6-bis[(1H-benzotriazol-1-yl)methyl]-4-methylphenol